ClC1=C(C=2N(C(=C1)NCC1=C(C=C(C=C1)OC)OC)N=CN2)C(=O)O 7-chloro-5-{[(2,4-dimethoxyphenyl)methyl]amino}-[1,2,4]triazolo[1,5-a]pyridine-8-carboxylic acid